C(#N)C1=CC=C(CN2C3=C(OCC2=O)C=C(C=C3)NC(=O)NC3=CC=C2C=CNC2=C3)C=C1 1-(4-(4-cyanobenzyl)-3-oxo-3,4-dihydro-2H-benzo[b][1,4]oxazin-7-yl)-3-(1H-indol-6-yl)urea